NC1=CC=C(C=C1)C1=NC2=C(N1)C=C(C=C2)C(=O)O 2-(4-aminophenyl)-1H-benzimidazole-6-carboxylic acid